FC(OC1=CC=CC=N1)(F)F 6-(trifluoromethoxy)pyridine